2,3-diphenyl-maleonitrile C1(=CC=CC=C1)/C(/C#N)=C(/C#N)\C1=CC=CC=C1